((5-isobutyl-4-methyl-3-(4-((2-methyl-1H-imidazol-1-yl)methyl)phenyl)thiophen-2-yl)sulfonyl)carbamic acid propyl ester C(CC)OC(NS(=O)(=O)C=1SC(=C(C1C1=CC=C(C=C1)CN1C(=NC=C1)C)C)CC(C)C)=O